FC(C(=O)O)(F)F.NCC(CC=1N(C(NN1)=O)C1=NC=C(C=C1C)C1=CC(=CC=C1)S(=O)(=O)C)=C(F)F [2-(aminomethyl)-3,3-difluoro-allyl]-4-[3-methyl-5-(3-methylsulfonylphenyl)-2-pyridinyl]-1,2,4-triazol-3-one trifluoroacetate salt